C(C=C)OC1=C(C=C(C=C1C(C)(C)C)C)B1OC(C(O1)(C)C)(C)C 2-[2-(allyloxy)-3-tert-butyl-5-methylphenyl]-4,4,5,5-tetramethyl-1,3,2-dioxaborolan